3-(6-hydroxy-8-(4-methylbenzoyl)-6-phenyl-1,2,3,4-tetrahydropyrrolo[1,2-a]pyrimidin-7(6H)-ylidene)chroman-2,4-dione OC1(C(C(=C2N1CCCN2)C(C2=CC=C(C=C2)C)=O)=C2C(OC1=CC=CC=C1C2=O)=O)C2=CC=CC=C2